2-chloro-N-(2-(cyclohexylamino)-2-oxo-1-(pyridin-3-yl)ethyl)-N-(3-fluorophenethyl)acetamide ClCC(=O)N(CCC1=CC(=CC=C1)F)C(C(=O)NC1CCCCC1)C=1C=NC=CC1